methyl 2-(4-{8-chloro-7-[(7-fluoro-2-methyl-1H-1,3-benzodiazol-6-yl)oxy]quinoxalin-2-yl}-1H-pyrazol-1-yl)-2-methylpropanoate ClC=1C(=CC=C2N=CC(=NC12)C=1C=NN(C1)C(C(=O)OC)(C)C)OC=1C=CC2=C(NC(=N2)C)C1F